OC[C@H]1N(CC2(CC2)C1)CC1=C2CCCC2=C(C=C1OCC=1C=NC=C(C#N)C1)OCC=1C(=C(C=CC1)C1=CC=CC=C1)C (S)-5-(((4-((6-(hydroxymethyl)-5-azaspiro[2.4]heptan-5-yl)methyl)-7-((2-methyl-[1,1'-biphenyl]-3-yl)methoxy)-2,3-dihydro-1H-inden-5-yl)oxy)methyl)nicotinonitrile